C1(=CC=C(C=C1)S(=O)(=O)NC1=C(C=C(C=C1)F)C#CC=1C=C(C(=NC1)C(=O)OC)C)C1=CC=CC=C1 methyl 5-[2-(2-{[1,1'-biphenyl]-4-sulfonamido}-5-fluorophenyl)ethynyl]-3-methylpyridine-2-carboxylate